C[C@H]1C[C@H]2[C@@H]3CC[C@H](C(C)=O)[C@]3(C[C@@H]([C@@H]2[C@]2(CCC(C=C12)=O)C)O)C 6α-methyl-11β-hydroxypregn-4-ene-3,20-dione